ClC1=C(C=CC=C1)C1=C(C(=O)N)C=CC(=C1)NC1=NC(=NC=C1F)NC1=CC=C(C=C1)C(NC1CC2(C1)CCN(CC2)C2CCN(CC2)C2=C(C=C(C=C2)C2C(NC(CC2)=O)=O)F)=O (2-chlorophenyl)-4-((2-((4-((7-(1-(4-(2,6-dioxopiperidin-3-yl)-2-fluorophenyl)piperidin-4-yl)-7-azaspiro[3.5]nonan-2-yl)carbamoyl)phenyl)amino)-5-fluoropyrimidin-4-yl)amino)benzamide